C(C)C1(CCCC1)O 1-ethyl-cyclopentanol